(4-(morpholinomethyl)phenyl)ethan-1-ol eleosteArate C(CCCCCCCC=CC=CC=CCCCC)(=O)OC(C)C1=CC=C(C=C1)CN1CCOCC1